C1=CC=C(C=2OC3=C(C21)C=CC=C3B(O)O)B(O)O dibenzo[b,d]furan-4,6-diyldiboronic acid